ClC=1C(=CC2=C(N=C(S2)C2=NN=C3N2CCN([C@@H]3C)C(=O)C3=CC(=C(C=C3)F)[2H])C1)F (R)-(3-(5-Chloro-6-fluorobenzo[d]thiazol-2-yl)-8-methyl-5,6-dihydro-[1,2,4]triazolo[4,3-a]pyrazin-7(8H)-yl)(4-fluorophenyl-3-d)methanone